OC(CCCCCCC=CC=CC=CC=CC(=O)O)C(CCCCC)O 16,17-dihydroxy-docosatetraenoic acid